tert-Butyl (S)-3-(4-(pyridin-2-ylmethyl)-1,2,3,4-tetrahydroquinoxaline-1-carboxamido)pyrrolidin-1-carboxylate N1=C(C=CC=C1)CN1CCN(C2=CC=CC=C12)C(=O)N[C@@H]1CN(CC1)C(=O)OC(C)(C)C